C1(CCCC1)C=1C=CC(=NC1CN(C)C)N 5-cyclopentyl-6-((dimethylamino)methyl)pyridin-2-amine